FC(C)(F)C1=CC=C(C=C1)C=1N=C(SC1SC(C)C)N1N=C(C(=C1C(=O)O)C1=CC(=CC=C1)F)C 1-(4-(4-(1,1-difluoroethyl)phenyl)-5-(isopropylsulfanyl)thiazol-2-yl)-4-(3-fluorophenyl)-3-methyl-1H-pyrazole-5-carboxylic acid